4-carbazol-9-yl-Carbazole C1=CC=CC=2C3=CC=CC=C3N(C12)C1=CC=CC=2NC3=CC=CC=C3C12